3,3'-diamino-4-phenoxybenzophenone NC=1C=C(C(=O)C2=CC(=CC=C2)N)C=CC1OC1=CC=CC=C1